ClC1=C(COC=2C(=NC=C(C2)C2=CC(=CC=C2)N2CCCC2)N)C(=CC=C1F)F 3-(2-chloro-3,6-difluoro-benzyloxy)-5-(3-pyrrolidin-1-yl-phenyl)-pyridin-2-ylamine